4-chloro-2-(1-fluorocyclopropyl)pyrimidine ClC1=NC(=NC=C1)C1(CC1)F